N-((1s,4s)-1-methyl-4-((4-(methylamino)-5-(pyrazolo[1,5-a]pyrimidin-5-yl)-7H-pyrrolo[2,3-d]pyrimidin-2-yl)amino)cyclohexyl)acetamide CC1(CCC(CC1)NC=1N=C(C2=C(N1)NC=C2C2=NC=1N(C=C2)N=CC1)NC)NC(C)=O